6-{5-chloro-2-[(Oxan-4-yl)amino]pyrimidin-4-yl}-2-[(3-methyloxetan-3-yl)methyl]-2,3-dihydro-1H-isoindol-1-one ClC=1C(=NC(=NC1)NC1CCOCC1)C1=CC=C2CN(C(C2=C1)=O)CC1(COC1)C